CCCCCCCCCCCCCCCCCC(=O)OC[C@H](COP(=O)([O-])OCC[N+](C)(C)C)OC(=O)CCCCCCC/C=C\\C=C/C=C\\C=C/C=C\\C=C\\CC The molecule is a phosphatidylcholine 40:6 in which the acyl groups specified at positions 1 and 2 are octadecanoyl and (9Z,11Z,13Z,15Z,17Z,19E)-docosahexaenoyl respectively. It has a role as a mouse metabolite. It derives from an octadecanoic acid.